6-[4-[2-[1-(6,7-dihydro-5H-pyrrolo[1,2-c]imidazol-1-yl)-2-oxo-2-(thiazol-2-ylamino)ethyl]-4-fluoro-indazol-6-yl]phenyl]-2,6-diazaspiro[3.3]heptane-2-carboxylic acid tert-butyl ester C(C)(C)(C)OC(=O)N1CC2(C1)CN(C2)C2=CC=C(C=C2)C=2C=C(C1=CN(N=C1C2)C(C(NC=2SC=CN2)=O)C2=C1N(C=N2)CCC1)F